1-(5-bromopyrimidin-4-yl)-2-methylpiperidine-4-carboxylic acid BrC=1C(=NC=NC1)N1C(CC(CC1)C(=O)O)C